IC1=CC=C(C=C1)C1CC2C(CNC2)O1 (4-iodophenyl)hexahydro-2H-furo[2,3-c]pyrrole